([1,1'-biphenyl]-4-ylmethyl) prop-2-ene(dithioperoxoate) C(C=C)(=O)SSCC1=CC=C(C=C1)C1=CC=CC=C1